(R)-N-(benzo[d]thiazol-5-ylmethyl)-1-(2-(3-fluoro-4-methylphenyl)-2H-pyrazolo[3,4-d]pyrimidin-4-yl)piperidine-3-carboxamide S1C=NC2=C1C=CC(=C2)CNC(=O)[C@H]2CN(CCC2)C=2C=1C(N=CN2)=NN(C1)C1=CC(=C(C=C1)C)F